BrC1=CC=C(C=C1)C1=CC(=CC2=C1CCC=1C=CC(=NC21)C2=C(C=CC=C2)O)C2=NC=CC=C2 2-(7-(4-bromophenyl)-9-(pyridin-2-yl)-5,6-dihydrobenzo[h]quinolin-2-yl)phenol